(2-methanesulfonylpropan-2-yl)-N-(3-methyl-1H-pyrazol-5-yl)-6-[(3R)-3-methylmorpholin-4-yl]pyridin-2-amine CS(=O)(=O)C(C)(C)C=1C(=NC(=CC1)N1[C@@H](COCC1)C)NC1=CC(=NN1)C